C1(CC1)C1=C(C(=NO1)C1CCC2(CC2)CC1)CO[C@H]1[C@@H]2CN([C@H](C1)C2)C=2SC1=C(N2)C(=CC(=C1)C(=O)OC)F methyl 2-((1S,4S,5R)-5-((5-cyclopropyl-3-(spiro[2.5]octan-6-yl)isoxazol-4-yl)methoxy)-2-azabicyclo[2.2.1]heptan-2-yl)-4-fluorobenzo[d]thiazole-6-carboxylate